C(C)OC(C[C@@H](C)OC(CC(C)=O)=O)=O |r| racemic-4-ethoxy-4-oxobutan-2-yl-3-oxobutanoate